1,4-bis(4-pyridinyl)benzene N1=CC=C(C=C1)C1=CC=C(C=C1)C1=CC=NC=C1